C(C)(C)(C)OC(=O)\N=C(/N1[C@@H](CCC1)C1=NC(=NO1)C1=CN(C2=CC=CC=C12)CCCCCC)\NC(OC(C)(C)C)=O Tert-butyl (S,Z)-(((tert-butoxycarbonyl)imino)(2-(3-(1-hexyl-1H-indol-3-yl)-1,2,4-oxadiazol-5-yl)pyrrolidin-1-yl)methyl)carbamate